FC([C@@H](CCC(F)(F)F)CC(C)S(=O)N)(S(=O)(=O)C1=CC=CC=C1)F ((S)-1,1,5,5,5-pentafluoro-1-(phenylsulfonyl)pentan-2-yl)propane-2-sulfinamide